(2,5-Dimethylphenoxymethyl)bromobenzene CC1=C(OCC2=C(C=CC=C2)Br)C=C(C=C1)C